C(C(=C)C)(=O)OCC[N+](=O)[O-] nitroethyl methacrylate